ClCC=1OC2=C(N1)C(=CC=C2)[N+](=O)[O-] 2-(chloromethyl)-4-nitrobenzo[d]oxazole